NC1=C(SC2=NC(=CC=C21)C)C(=O)N[C@@H]2COC1=CC(=CC=C1C2)N2[C@@H]([C@H](NCC2)C)C 3-amino-N-((S)-7-((2R,3R)-2,3-dimethylpiperazin-1-yl)chroman-3-yl)-6-methylthieno[2,3-b]pyridine-2-carboxamide